6-azaisoquinoline C1=NC=CC2=CN=CC=C12